C1(=CC=CC=C1)P(C1=CC=CC=C1)C1=CC=CC=C1.[Rh+] rhodium (I) triphenylphosphine